C(C)(=O)OCCN1C(OCC1)=O 3-[2-(acetyloxy)ethyl]-2-oxazolidinone